CC1=CC=CC(=N1)C1=NNC=C1C1=NC2=CC(=CN=C2C=C1)C1=NNC=C1 2-[3-(6-methyl-2-pyridyl)-1H-pyrazol-4-yl]-7-(1H-pyrazol-3-yl)-1,5-naphthyridine